OC1=C(C(=C(C(=C1CCCC=O)O)CC=C(C)C)O)CCCC=O (2,4,6-trihydroxy-5-(3-methylbut-2-en-1-yl)-1,3-phenylene)bis(butan-1-one)